1-(4'-fluoro-3-(1-methyl-1H-pyrazol-3-yl)-[1,1'-biphenyl]-4-yl)cyclopropan-1-amine hydrochloride Cl.FC1=CC=C(C=C1)C1=CC(=C(C=C1)C1(CC1)N)C1=NN(C=C1)C